C(N1CC2=C(C3=CC=CC(=C13)N)N=CC=N2)([2H])([2H])[2H] 6-(methyl-d3)-5,6-dihydropyrazino[2,3-c]quinolin-7-amine